BrC=1C=CC(=C(C(=O)OCC2=CC=CC=C2)C1)\C=C\C(=O)OC benzyl 5-bromo-2-[(E)-3-methoxy-3-oxo-prop-1-enyl]benzoate